10-ethoxy-8-(morpholinomethyl)-2,3,4,6-tetrahydrobenzo[H][1,6]naphthyridin-5(1H)-one C(C)OC1=CC(=CC=2NC(C=3CCCNC3C21)=O)CN2CCOCC2